dihydroxymaleimide OC1=C(C(=O)NC1=O)O